4-(quinolin-2-yl)benzamide N1=C(C=CC2=CC=CC=C12)C1=CC=C(C(=O)N)C=C1